COC1=C(C=C2CCC3(CCNCC3)OC2=C1)C(=O)N 7-methoxyspiro[chroman-2,4'-piperidin]-6-carboxamide